(E)-4-(3-ethoxy-3-oxoprop-1-en-1-yl)piperidine-1-carboxylic acid tert-butyl ester C(C)(C)(C)OC(=O)N1CCC(CC1)\C=C\C(=O)OCC